C(CCCCC)C(CC1=C(SC(=C1)[Sn](C)(C)C)C=1SC(=CC1)[Sn](C)(C)C)CCCCCCCC 1,1'-[3'-(2-Hexyldecyl)[2,2'-bithiophene]-5,5'-diyl]bis[1,1,1-trimethyl-stannane]